FC(CN1C=NC(=C1C=1C=CC=2N(N1)C(=CN2)C#N)C2=CC=CC=C2)F 6-(1-(2,2-difluoroethyl)-4-phenyl-1H-imidazol-5-yl)imidazo[1,2-b]pyridazine-3-carbonitrile